(4-Hydroxy)Phenol OC1=CC=C(C=C1)O